3,6-dibromo-10-phenyl-10H-spiro[acridine-9,9'-fluorene] BrC=1C=CC2=C(C1)N(C1=CC(=CC=C1C21C2=CC=CC=C2C=2C=CC=CC12)Br)C1=CC=CC=C1